2-hydroxy-4-[2-fluoro-3-(2,5-difluorophenyl)benzyloxy]-5-chlorobenzaldehyde OC1=C(C=O)C=C(C(=C1)OCC1=C(C(=CC=C1)C1=C(C=CC(=C1)F)F)F)Cl